(2R,3R,4R,5R)-5-(2-amino-6-(methylamino)-9H-purin-9-yl)-4-fluoro-4-methyl-2-(((pivaloyloxy)methoxy)methyl)tetrahydrofuran-3-yl L-valinate N[C@@H](C(C)C)C(=O)O[C@@H]1[C@H](O[C@H]([C@]1(C)F)N1C2=NC(=NC(=C2N=C1)NC)N)COCOC(C(C)(C)C)=O